CO\C=C\1/CC(N(CC1)C(=O)OC(C)(C)C)(C)C tert-butyl (Z)-4-(methoxymethylene)-2,2-dimethylpiperidine-1-carboxylate